(1-(1-(4,4-dimethylcyclohexyl)piperidin-4-yl)-1H-indole-2-yl)methanol CC1(CCC(CC1)N1CCC(CC1)N1C(=CC2=CC=CC=C12)CO)C